NCC(CC(=O)O)C1=CC=C(C=C1)Cl 4-amino-3-(p-chlorophenyl)butanoic acid